(6-(4-(3H-imidazo[4,5-b]pyridin-7-yl)-1H-pyrazol-1-yl)pyridin-3-yl)-1-(1-ethylazetidin-3-yl)-2,2,2-trifluoroethanol N1=CNC2=NC=CC(=C21)C=2C=NN(C2)C2=CC=C(C=N2)C(C(F)(F)F)(O)C2CN(C2)CC